(R)-1-(3-chloro-4-fluorophenyl)-5-(5-(3,5-dimethylisoxazol-4-yl)-1-((R)-1-(methylsulfonyl)pyrrolidin-3-yl)-1H-benzo[d]imidazol-2-yl)pyrrolidin-2-one ClC=1C=C(C=CC1F)N1C(CC[C@@H]1C1=NC2=C(N1[C@H]1CN(CC1)S(=O)(=O)C)C=CC(=C2)C=2C(=NOC2C)C)=O